OCC1C2CC(C(C1)C2)C(CO)C 2-(5-Hydroxymethylbicyclo[2.2.1]hept-2-yl)propan-1-ol